C(C)(C)(C)OC(=O)N1CC(C1)(C(=O)[O-])CCCN[C@@H](C(C)C)C(=O)OC(C)(C)C 1-tert-butoxycarbonyl-3-[3-[[(1S)-1-tert-butoxycarbonyl-2-methyl-propyl]amino]propyl]azetidine-3-carboxylate